N-[4-[4-[1-(2,6-dioxo-3-piperidyl)-3-methyl-2-oxo-benzimidazol-4-yl] piperidine-1-carbonyl]cyclohexyl]carbamate O=C1NC(CCC1N1C(N(C2=C1C=CC=C2C2CCN(CC2)C(=O)C2CCC(CC2)NC([O-])=O)C)=O)=O